OC1=C(C(=CC=C1)C)NS(=O)(=O)C=1C=C(C=NC1OC)NC(=O)C=1N=C(SC1)C1=CC=CC=C1 N-(5-(N-(2-hydroxy-6-methylphenyl)sulfamoyl)-6-methoxypyridin-3-yl)-2-phenylthiazole-4-carboxamide